ClC1=C(OC(C(=O)O)C)C=CC(=C1)Cl 2-(2,4-dichlorophenoxy)propionic acid